N1(N=CC=C1)C1=CC=C(C=C1)[C@H]1CN(CC[C@@H]1OC1=C2C=CNC2=C(C=C1C)C)C(C)=O 1-((3S,4S)-3-(4-(1H-pyrazol-1-yl)phenyl)-4-((5,7-dimethyl-1H-indol-4-yl)oxy)piperidin-1-yl)ethan-1-one